C1(CCCC1)C1=NC=C(C(=N1)OC1=CC=C(C=C1)CC)C(=O)N[C@@H](C)\C=C\S(=O)(=O)C (S,E)-2-cyclopentyl-4-(4-ethylphenoxy)-N-(4-(methylsulfonyl)but-3-en-2-yl)pyrimidine-5-carboxamide